4,9-dihydroxypyrimido[4,5-g]pteridine OC1=NC=NC2=NC=3C(=NC=NC3N=C21)O